CS(=O)(=O)N1CC(C1)C1CCN(CC1)C(=O)C1=CC=2C(C3=CC=CC=C3C(C2C=C1)=O)=O 2-(4-(1-(methyl-sulfonyl)azetidin-3-yl)piperidine-1-carbonyl)anthracene-9,10-dione